C(CCC)NC=1C=C2N=CC=NC2=C(C1)C=1C=NC(=CC1)F N-Butyl-8-(6-fluoropyridin-3-yl)quinoxalin-6-amine